3-bromo-5-{[5-(propan-2-yl)pyrazin-2-yl]amino}-1-{[2-(trimethylsilyl)ethoxy]methyl}-1H-pyrazole-4-carbonitrile BrC1=NN(C(=C1C#N)NC1=NC=C(N=C1)C(C)C)COCC[Si](C)(C)C